6-chloro-1-(tetrahydro-2H-pyran-4-yl)-1,5-dihydro-4H-pyrazolo[3,4-d]pyridin-4-one ClC=1NC(C2=C(C1)N(N=C2)C2CCOCC2)=O